nitro-11H-indeno[1,2-b]quinoxalin-11-one thiosemicarbazone [N+](=O)([O-])C1=C2C(C=3C(=NC=4C=CC=CC4N3)C2=CC=C1)=NNC(=S)N